C(C=C)=O prop-en-1-one